CN1CCN(CC1)C1=CC=C(NC=2N=CC3=C(N2)N(C(C(=C3)N3CCN(C2=C(C=CC=C32)C)C(C=C)=O)=O)C=3C=NC=CC3)C=C1 [4-(4-methylpiperazin-1-yl)anilino]-6-(5-methyl-4-prop-2-enoyl-2,3-dihydroquinoxalin-1-yl)-8-(3-pyridinyl)pyrido[2,3-d]pyrimidin-7-one